ClC=1C=CC(=C(C1)C1=CC(=C(N=N1)SCCO)NC1=CC(=NC=C1)NC(=O)C1CC(C1)N1CCN(C2(CC2)C1)C)F N-(4-{[6-(5-chloro-2-fluorophenyl)-3-[(2-hydroxyethyl)sulfanyl]pyridazin-4-yl]amino}pyridin-2-yl)-3-{4-methyl-4,7-diazaspiro[2.5]octan-7-yl}cyclobutane-1-carboxamide